4-(5-chlorothiophen-2-yl)-2-(morpholin-4-yl)-8-(1H-pyrazol-5-yl)-1,7-naphthyridine ClC1=CC=C(S1)C1=CC(=NC2=C(N=CC=C12)C1=CC=NN1)N1CCOCC1